O=C1NC(CCC1N1[C@H]2CN([C@@H](C1)C2)C(=O)OC(C)(C)C)=O tert-Butyl (1R,4R)-5-(2,6-dioxopiperidin-3-yl)-2,5-diazabicyclo[2.2.1]heptane-2-carboxylate